BrC=1C=C2CCN(CC2=CC1)C(C(C)O)=O 1-(6-bromo-3,4-dihydro-2(1H)-isoquinolinyl)-2-hydroxy-1-propanone